C(C=C)(=O)OC1=C(C=CC=C1)CCCCCCCCCOCCC propoxynonyl-phenol acrylate